trifluoromethyl trifluoro-vinyl ether FC(=C(F)F)OC(F)(F)F